C1(CCCCC1)OC=CC1=CC=CC=C1 (2-(cyclohexyloxy)vinyl)benzene